3-[[2-(1,1-dioxo-1,4-thiazinan-4-yl)-3-fluoro-4-pyridinyl]methyl]-7-[(3-fluoro-2-pyridinyl)oxy]-4-methyl-chromen-2-one O=S1(CCN(CC1)C1=NC=CC(=C1F)CC=1C(OC2=CC(=CC=C2C1C)OC1=NC=CC=C1F)=O)=O